tert-Butyl (2-((8-carbamoylbenzo[c][2,6]naphthyridin-5-yl)amino)ethyl)(4-(((2-chloro-2'-(cyanomethyl)-[1,1'-biphenyl]-4-yl)methyl)amino)butyl)carbamate C(N)(=O)C=1C=CC2=C(N=C(C3=CC=NC=C23)NCCN(C(OC(C)(C)C)=O)CCCCNCC2=CC(=C(C=C2)C2=C(C=CC=C2)CC#N)Cl)C1